methacrylamidophenyl-boric acid C(C(=C)C)(=O)NC1=C(C=CC=C1)OB(O)O